4-amino-4-methylpiperidin-1-yl-3-(2,3-dichlorophenyl)pyrazine-2-carbonitrile NC1(CCN(CC1)C=1N=C(C(=NC1)C#N)C1=C(C(=CC=C1)Cl)Cl)C